5-(1,2-Dimethyl-1H-imidazol-5-yl)pyrimidine CN1C(=NC=C1C=1C=NC=NC1)C